rac-(R)-N-(2,6-dioxopiperidin-3-yl)-4-fluoropicolinamide O=C1NC(CC[C@H]1NC(C1=NC=CC(=C1)F)=O)=O |r|